N-{1-[4-({2-chloro-7-[(1S)-1-methoxyethyl]-[1,2,4]triazolo[1,5-a]pyrimidin-6-yl}amino)phenyl]ethyl}-N-methylcyclopentanecarboxamide ClC1=NN2C(N=CC(=C2[C@H](C)OC)NC2=CC=C(C=C2)C(C)N(C(=O)C2CCCC2)C)=N1